(2-Hydroxypropyl)pseudouridine OC(C[C@@]1([C@H](O)[C@H](O)[C@@H](CO)O1)C1=CNC(=O)NC1=O)C